5-((R)-2-methyl-1,4-oxazepan-4-yl)pyrazol C[C@H]1OCCCN(C1)C1=CC=NN1